C(CCCCCCCCCCCC)=O 1-tridecanal